CC1=C(C=CC=C1)N1C(C=2C(C1=O)=CC=CC2)=O N-(2-methylphenyl)phthalimide